ClC1=CC(=C2C(=N1)C(=NN2COCC[Si](C)(C)C)NS(=O)(=O)C)CN2CCCC2 N-(5-chloro-7-(pyrrolidin-1-ylmethyl)-1-((2-(trimethylsilyl)ethoxy)methyl)-1H-pyrazolo[4,3-b]pyridin-3-yl)methanesulfonamide